C1(=CC=C(C=C1)C(C)N1N=CC(=C1)C(F)(F)F)C1=CC=CC=C1 1-(1-([1,1'-biphenyl]-4-yl)ethyl)-4-(trifluoromethyl)-1H-pyrazole